2-oxo-4-pyrrolidinecarboxamide O=C1NCC(C1)C(=O)N